2,5-dimethoxyterephthalic acid chloride COC1=C(C(=O)Cl)C=C(C(=C1)C(=O)Cl)OC